CN1C(C(=C(C=C1)[O-])NC(N[C@@H](CC(=O)[O-])C1=CC=C(C=C1)C1=C(C=CC=C1)C)=O)=O.[Na+].[Na+] Natrium (S)-3-(3-(1-Methyl-4-oxido-2-oxo-1,2-dihydropyridin-3-yl)ureido)-3-(2'-methylbiphenyl-4-yl)propanoat